CN(C1=CC(=CC=C1)[N+](=O)[O-])CC1=CN=CN1COCC[Si](C)(C)C N-methyl-3-nitro-N-((1-((2-(trimethylsilyl)ethoxy)methyl)-1H-imidazol-5-yl)methyl)aniline